C(C)C=1C=C(C=CC1)N1CCN(CC1)S(=O)(=O)C1=CC=C(C=C1)NC(C1=C(C=CC=C1)N(S(=O)(=O)C)C)=O N-(4-((4-(3-ethylphenyl)piperazin-1-yl)sulfonyl)phenyl)-2-(N-methylmethylsulfonamido)benzamide